CNC1=C(N=C(S1)C1=CC=CC2=CC=CC=C12)C#N 5-(methylamino)-2-naphthalen-1-yl-1,3-thiazole-4-carbonitrile